N=1NC=C2C=C(C=CC12)C(=O)N 2H-indazole-5-carboxamide